ClC=1SC(=C(N1)C(=O)OCC)CC(F)(F)F ethyl 2-chloro-5-(2,2,2-trifluoroethyl)thiazole-4-carboxylate